ClC=1C(=C(C(=C(C1)OC1CC1)C#N)C1=C(C=NN1C)C=1C=C2C(=NNC(C2=C(C1)OCC(F)(F)F)=O)CN1C(C2=CC=CC=C2C1=O)=O)F 6-(5-(3-chloro-6-cyano-5-cyclopropoxy-2-fluorophenyl)-1-methyl-1H-pyrazol-4-yl)-4-((1,3-dioxoisoindol-2-yl)methyl)-1-oxo-8-(2,2,2-trifluoroethoxy)phthalazine